IC=1C=C2C(C(=NC2=CC1)C1=CC=CC=C1)(C)C 5-iodo-3,3-dimethyl-2-phenyl-3H-indole